Cl[C@H](C(=O)N(CC(=O)N)NC(=O)[C@H]1N(CCC1)C(=O)C1(CC1)C1=CC=C(C=C1)OC(F)(F)F)F 2-[((2R)-2-Chloro-2-fluoroacetyl)-[[(2S)-1-[1-[4-(trifluoromethoxy)phenyl]cyclopropancarbonyl]pyrrolidin-2-carbonyl]amino]amino]acetamid